CC1(C=CC=2C=CC(=NC2C1)C#N)C 7,7-dimethyl-7,8-dihydroquinoline-2-carbonitrile